CC(CN1N=CC(=C1)C=1C=CC=2N(N1)C(=CN2)C2=NC(=CC=C2)N[C@H]2CNCCC2)(C)O (R)-2-methyl-1-(4-(3-(6-(piperidin-3-ylamino)pyridin-2-yl)imidazo[1,2-b]pyridazin-6-yl)-1H-pyrazol-1-yl)propan-2-ol